(4-(1H-benzo[d]imidazol-2-yl)piperidin-1-yl)(3-(3-fluorophenyl)-1-methyl-1H-indazol-6-yl)methanone N1C(=NC2=C1C=CC=C2)C2CCN(CC2)C(=O)C2=CC=C1C(=NN(C1=C2)C)C2=CC(=CC=C2)F